N[C@@H]1C2=CC=CC=C2CC12CCN(CC2)C=2NC(C1=C(N2)NN=C1C=1C2=CN(N=C2CC(C1)(C)C)C1CC1)=O (S)-6-(1-amino-1,3-dihydrospiro[indene-2,4'-piperidin]-1'-yl)-3-(2-cyclopropyl-6,6-dimethyl-6,7-dihydro-2H-indazol-4-yl)-1,5-dihydro-4H-pyrazolo[3,4-d]pyrimidin-4-one